COCC=1C=C(C=C2C=NN(C12)COCC[Si](C)(C)C)S(=O)(=O)C=1C=C(N(C1C)C)C(=O)O 4-((7-(methoxymethyl)-1-((2-(trimethylsilyl)ethoxy)methyl)-1H-indazol-5-yl)sulfonyl)-1,5-dimethyl-1H-pyrrole-2-carboxylic acid